C(C)(C)(C)OC(=O)C1=CC(=C(C=C1)B(O)O)N (4-tert-butyloxycarbonyl-aminophenyl)boronic acid